di(2,4,4-trimethylpentyl)thiophosphonic acid CC(COP(OCC(CC(C)(C)C)C)=S)CC(C)(C)C